O=C1CCN(CC1)C(=O)C1=CC=C(C=C1)C1=C2CNC(C2=CC=C1)=O 4-(4-(4-oxopiperidine-1-carbonyl)phenyl)isoindolin-1-one